1-Dodecyl-3-butylpyrrolidinium cyanid [C-]#N.C(CCCCCCCCCCC)[NH+]1CC(CC1)CCCC